ClC=1C=C(NC(C(C(=O)NCCCC(=O)O)OC)=O)C=C(C1)Cl 4-[[3-(3,5-dichloroanilino)-2-methoxy-3-oxo-propanoyl]amino]butanoic acid